[SH3+].N[C@@H](CCSC)C(=O)[O-] L-methionine sulfonium salt